C(C)(C)(C)OC(=O)N1CCN(CC1)C1=CC=C(N=N1)C(=O)O 6-(4-(Tert-Butyloxycarbonyl)piperazin-1-yl)pyridazine-3-carboxylic acid